FC=1C=C(C(NC1)=O)[C@@H](C)NC=1C=CC=2N(N1)C(=CN2)C2=NC=NC(=C2)CO (R)-5-fluoro-3-(1-((3-(6-(hydroxymethyl)pyrimidin-4-yl)imidazo[1,2-b]pyridazin-6-yl)amino)ethyl)pyridin-2(1H)-one